3-amino-3-methylthietane 1,1-dioxide NC1(CS(C1)(=O)=O)C